2-hydroxybutyl methacrylate (2-hydroxy-butyl methacrylate) OC(CC=C(C(=O)O)C)CC.C(C(=C)C)(=O)OCC(CC)O